4-amino-3-chloro-6-(4-chloro-2-fluoro-3-methoxyphenyl)pyridine-2-formic acid NC1=C(C(=NC(=C1)C1=C(C(=C(C=C1)Cl)OC)F)C(=O)O)Cl